C1(CC1)CN1C(=CC=2C1=NC(=CC2)C(C)(CC)O)C=2N=C1N(C(=CC(=C1)C=O)OC)C2C [2-[1-(cyclopropylmethyl)-6-(2-hydroxybutan-2-yl)pyrrolo[2,3-b]pyridin-2-yl]-5-methoxy-3-methylimidazo[1,2-a]pyridin-7-yl]methanone